FC(C(=O)NC=1C=C2C=NC=NC2=CC1)=C 6-(2-fluoroacrylamido)-quinazoline